CC(CC=O)CC(=CCC)C 3,5-dimethyloctan-5-enal